C(C=C)(=O)NC=1C=C(N=NC1OC)C#CCN(C(=O)[C@H]1N(C(NC1)=O)C1=NC(=CC(=C1)C(F)(F)F)C)C1=CC=C(C=C1)F (S)-N-(3-(5-acrylamido-6-methoxypyridazin-3-yl)prop-2-yn-1-yl)-N-(4-fluorophenyl)-3-(6-methyl-4-(trifluoromethyl)pyridin-2-yl)-2-oxoimidazolidine-4-carboxamide